cyclopropyl-2,2-difluoroethanone C1(CC1)C(C(F)F)=O